ClC1=CC(=C(C=C1)C1=C2N=C(C(=NC2=CC(=C1)C=1CCO[C@H](C1)C=1C=NN(C1)C1CC1)C)C)F 5-(4-chloro-2-fluoro-phenyl)-7-[(6R)-6-(1-cyclopropylpyrazol-4-yl)-3,6-dihydro-2H-pyran-4-yl]-2,3-dimethyl-quinoxaline